OC1(CC1)C1N(CC1)C(=O)[O-] 2-(1-hydroxy cyclopropyl)azetidine-1-carboxylate